OC1=NC2=C(C=C1)NC=C2C=O 5-HYDROXY-1H-PYRROLO[2,3-E]PYRIDINE-3-CARBALDEHYDE